2-(4'-((2S,5R)-4-(2-cyano-3-fluoro-2-(fluoromethyl)propanoyl)-2,5-dimethylpiperazin-1-yl)spiro[cyclobutane-1,5'-pyrrolo[2,3-d]pyrimidin]-7'(6'H)-yl)isonicotinonitrile C(#N)C(C(=O)N1C[C@@H](N(C[C@H]1C)C=1C2=C(N=CN1)N(CC21CCC1)C=1C=C(C#N)C=CN1)C)(CF)CF